COC(=O)C1CCC2(CCC3=CC=C(C=C23)OCCCNS(=O)(=O)CCC2=CC=CC=C2)CC1 6'-{3-[(2-phenylethanesulfonyl)amino]propoxy}-2',3'-dihydrospiro[cyclohexane-1,1'-indene]-4-carboxylic acid methyl ester